C(=C)OC(CC)=O vinylpropionate